C(C)(C)(C)OC(=O)[C@@H]1N[C@H]([C@]([C@H]1C1=CC(=CC=C1)C)(C#N)C1=C(C=C(C=C1)Cl)F)CC(C)(C)C (2R,3R,4R,5S)-4-(4-chloro-2-fluorophenyl)-3-(3-methylphenyl)-4-cyano-5-neopentylpyrrolidine-2-carboxylic acid tert-butyl ester